7-((4-(tert-butyl)phenyl)amino)-4-(2-(methylamino)ethyl)-2H-benzo[b][1,4]oxazin-3(4H)-one C(C)(C)(C)C1=CC=C(C=C1)NC=1C=CC2=C(OCC(N2CCNC)=O)C1